C1(CC1)[C@@H]1N(CCC(C1)C=1C=CC2=C(N(C(=N2)C2=CC(=C(C=C2)OC)OC)CC(F)F)C1)C1CCNCC1 6-(r-cyclopropyl-[1,4'-bipiperidin]-4-yl)-1-(2,2-difluoroethyl)-2-(3,4-dimethoxyphenyl)-1H-benzo[d]imidazole